CC1(OCC(O1)C(=O)O)C (e)-2,2-dimethyl-1,3-dioxolane-4-carboxylic acid